O=C1N(CCC1)NS(=O)(=O)C1=CC=CC=C1 N-(2-oxopyrrolidin-1-yl)benzenesulfonamide